C[C@H]1CO[C@H](CN1)C1=CC(=NC=2N1N=C(C2)[C@@H]2CC[C@H](CC2)C(F)(F)F)C (2R,5S)-5-methyl-2-{5-methyl-2-[trans-4-(trifluoromethyl)cyclohexyl]pyrazolo[1,5-a]pyrimidin-7-yl}morpholine